7'-((1-Acetylpiperidin-4-yl)amino)-2'-(2-hydroxy-3-(isoindolin-2-yl)propyl)-2',3'-Dihydro-1'H-spiro[cyclopropane-1,4'-isoquinolin]-1'-one C(C)(=O)N1CCC(CC1)NC1=CC=C2C3(CN(C(C2=C1)=O)CC(CN1CC2=CC=CC=C2C1)O)CC3